[Ge].[Li].[S] sulfur lithium germanium